FC1=CC=C(OC2C[C@@H]3[C@@H](CN(C3)CC(=O)C3=CC=C(C=C3)O)C2)C=C1 2-((3aR,5r,6aS)-5-(4-fluorophenoxy)hexahydrocyclopenta[c]pyrrol-2(1H)-yl)-1-(4-hydroxyphenyl)ethan-one